P(=O)(O)(O)O[C@H]1[C@H]([C@@H](O[C@@H]1CO)N1C(=O)NC(=O)C(=C1)C)O 5-methyluridine-3'-monophosphate